CCCCCCCCCCCCCCCCCCCCCCCCCC(=O)N[C@@H](CO[C@@H]1[C@@H]([C@H]([C@H]([C@H](O1)COC(=O)CCC2=CC=CC=C2)O)O)O)[C@@H](CCCCCCCCCCCCCCC)O The molecule is a glycodihydroceramide having a 6-O-(3-phenylpropanoyl)-alpha-D-galactopyranosyl residue at the O-1 position and an hexacosanoyl group attached to the nitrogen; a C6"-modified alpha-GalCer derivative. It has a role as an epitope. It derives from an alpha-D-galactose.